FC1=CC=C(C=C1)C=1C=CC=C2C=C(NC12)C(=O)O 7-(4-fluorophenyl)-1H-indole-2-carboxylic acid